[Pd].[Pd].C(C1=CC=CC=C1)C(C(C)=O)CC1=CC=CC=C1.C(C1=CC=CC=C1)C(C(C)=O)CC1=CC=CC=C1.C(C1=CC=CC=C1)C(C(C)=O)CC1=CC=CC=C1 tris(dibenzyl-Acetone) dipalladium